FC1(C(C12CCN(CC2)S(=O)(=O)N)C2=NC(=NS2)C2=C(C=C(C=C2)F)C(F)(F)F)F 1,1-Difluoro-2-{3-[4-fluoro-2-(trifluoromethyl)phenyl]-1,2,4-thiadiazol-5-yl}-6-azaspiro[2.5]octan-6-sulfonamid